C1(CC1)C1=CC=C(C=N1)COC1=C(C=C(C=N1)OC1=CC(=NC=C1)C(=O)NC)F 4-((6-((6-cyclopropylpyridin-3-yl)methoxy)-5-fluoropyridin-3-yl)oxy)-N-methylpyridine-2-carboxamide